3-chloro-4-(3-(dimethylamino)-3-(fluoromethyl)pyrrolidin-1-yl)-2,6-difluoro-N-(6-fluoropyridin-2-yl)benzenesulfonamide ClC=1C(=C(C(=CC1N1CC(CC1)(CF)N(C)C)F)S(=O)(=O)NC1=NC(=CC=C1)F)F